2-(3-methylisoxazol-5-yl)-N-(5-((1S,3R)-3-phenoxycyclopentyl)-1H-pyrazol-3-yl)acetamide CC1=NOC(=C1)CC(=O)NC1=NNC(=C1)[C@@H]1C[C@@H](CC1)OC1=CC=CC=C1